5-{2-acetamidoimidazo[1,2-b]pyridazin-6-yl}-N-{[2-fluoro-5-(trifluoromethoxy)phenyl](deutero)methyl}-2-methylpyridine-3-carboxamide C(C)(=O)NC=1N=C2N(N=C(C=C2)C=2C=C(C(=NC2)C)C(=O)NC([2H])C2=C(C=CC(=C2)OC(F)(F)F)F)C1